(3S,4R,5R,6S)-1-[(5S)-5-fluoro-6-{[2-(4-fluorophenyl)-1,3-thiazol-4-yl]methoxy}hexyl]-3,4,5,6-azepanetetrol F[C@@H](CCCCN1C[C@@H]([C@H]([C@@H]([C@H](C1)O)O)O)O)COCC=1N=C(SC1)C1=CC=C(C=C1)F